2-[(5-iodobenzimidazol-1-yl)methoxy]ethyltrimethylsilane IC1=CC2=C(N(C=N2)COCC[Si](C)(C)C)C=C1